BrC1=CC=C(C=C1)N(C1=C(C=C(C=C1)O)Br)CCC 4-((4-bromophenyl)(propyl)amino)-3-bromophenol